C1(=C(C=CC=C1)N(C1=C(C(=CC=2C3=CC=CC=C3CC12)C1=CC=CC=C1)C1=CC=CC=C1)C1=C(C(=C(C=C1)C)C)C1=CC=CC=2C3=CC=CC=C3CC12)C1=CC=CC=C1 (biphenylyl)(dimethylfluorenylphenyl)(diphenylfluorenyl)amine